NC=1SC(=CN1)C1[C@@H]2CN(C[C@H]12)C(=O)OCC1=CC=CC=C1 benzyl (1S,5R)-6-(2-aminothiazol-5-yl)-3-azabicyclo[3.1.0]hexane-3-carboxylate